COC(=O)C1CN(OCC1)C[C@H](C)N 1-((S)-2-aminopropyl)-6-oxapiperidine-3-carboxylic acid methyl ester